N-(4-chlorobenzo[d]isoxazol-3-yl)-2,3-dihydro-1H-indene-5-sulfonamide ClC1=CC=CC2=C1C(=NO2)NS(=O)(=O)C=2C=C1CCCC1=CC2